OC1(CC(C1)C(=O)N1CCC2(CC(C2)OC2=C(C=C(C=C2)C(F)(F)F)C)CC1)C ((1s,3s)-3-hydroxy-3-methylcyclobutyl)(2-(2-methyl-4-(trifluoromethyl)phenoxy)-7-azaspiro[3.5]non-7-yl)methanone